cis-N-(2-cyanoethyl)-5-(4-ethoxyphenyl)-N-methylhexahydropyrrolo[3,4-c]pyrrole-2(1H)-carboxamide C(#N)CCN(C(=O)N1C[C@@H]2CN(C[C@@H]2C1)C1=CC=C(C=C1)OCC)C